ClC1=CC=C(CN2C(C=3C=C(C(=NC3C=C2)C)C(=O)NCC2=NC=C(C=C2)F)=O)C=C1 6-(4-chlorobenzyl)-N-((5-fluoropyridin-2-yl)methyl)-2-methyl-5-oxo-5,6-dihydro-1,6-naphthyridine-3-carboxamide